N-(2-Chloro-3-{(4S)-2-imino-4-methyl-1-[(2R*,4R*)-2-methyl-tetrahydropyran-4-yl]-6-oxo-hexahydropyrimidin-4-yl}phenyl)-5-cyano-2-methoxybenzamide hydrochloride Cl.ClC1=C(C=CC=C1[C@]1(NC(N(C(C1)=O)[C@H]1C[C@H](OCC1)C)=N)C)NC(C1=C(C=CC(=C1)C#N)OC)=O |o1:15,17|